COC1=CC=C(C=N1)C1=NC=C(C=C1)S(=O)(=O)NC=1C=CC=C2C=NN(C12)C 6'-METHOXY-N-(1-METHYL-1H-INDAZOL-7-YL)-[2,3'-BIPYRIDINE]-5-SULFONAMIDE